8-((cyclopropylmethyl)(4-fluorophenyl)amino)-5-methyl-6-oxo-5,6-dihydro-1,5-naphthyridine C1(CC1)CN(C1=CC(N(C=2C=CC=NC12)C)=O)C1=CC=C(C=C1)F